CN(C(C(O)C)=O)C N,N-dimethyl-lactamide